[Br-].CC1=NN(N=C1C)N1N([NH2+]C(=N1)C1=CC=CC=C1)C1=CC=CC=C1 3-(4,5-dimethyl-triazol-2-yl)-2,5-diphenyltetrazolium bromide